ClC1=CC(=C(C=C1)/C(/C#N)=C/C1=CC(=CC=C1)F)F (Z)-2-(4-chloro-2-fluorophenyl)-3-(3-fluorophenyl)acrylonitrile